N-((6-(isoxazol-3-ylmethoxy)-1H-indol-2-yl)methyl)pyrrolidine-1-carboxamide O1N=C(C=C1)COC1=CC=C2C=C(NC2=C1)CNC(=O)N1CCCC1